(2-chloro-4-phenoxyphenyl)(4-(3-hydroxypiperidin-1-yl)-7H-pyrrolo[2,3-d]pyrimidin-5-yl)methanone ClC1=C(C=CC(=C1)OC1=CC=CC=C1)C(=O)C1=CNC=2N=CN=C(C21)N2CC(CCC2)O